4-cyclopropyl-N-((S)-((S)-3,3-difluorocyclohexyl)(2-(((3R,5R)-2-oxo-5-(trifluoromethyl)piperidin-3-yl)methyl)imidazo[1,2-b][1,2,4]triazin-6-yl)methyl)-1,2,5-oxadiazole-3-carboxamide C1(CC1)C=1C(=NON1)C(=O)N[C@H](C=1N=C2N(N=C(C=N2)C[C@@H]2C(NC[C@@H](C2)C(F)(F)F)=O)C1)[C@@H]1CC(CCC1)(F)F